C1=CC=CC2=C1C1=C(P(O2)OC2=C(C=C(C=C2C(C)(C)C)OC)C=2C(=C(C=C(C2)OC)C(C)(C)C)O)C=CC=C1 2'-((6H-dibenzo[c,e][1,2]oxaphosphinin-6-yl)oxy)-3,3'-di-tert-butyl-5,5'-dimethoxy-[1,1'-biphenyl]-2-ol